tert-butyl (R)-2-chloro-4-((1-(3-(difluoromethyl)-2-fluorophenyl)ethyl)amino)-5,7-dihydro-6H-pyrrolo[3,4-d]pyrimidine-6-carboxylate ClC=1N=C(C2=C(N1)CN(C2)C(=O)OC(C)(C)C)N[C@H](C)C2=C(C(=CC=C2)C(F)F)F